N-octadecenyl-2-(3,4-ditetrahydropyranyloxyphenyl)-3,5,7-tritetrahydropyranyloxyquinolin-4-one C(=CCCCCCCCCCCCCCCCC)N1C(=C(C(C2=C(C=C(C=C12)OC1OCCCC1)OC1OCCCC1)=O)OC1OCCCC1)C1=CC(=C(C=C1)OC1OCCCC1)OC1OCCCC1